5-methyl-2(3H)-furanone CC1=CCC(O1)=O